4-(2-fluoro-5-(hydroxymethyl)phenyl)-6-methylnicotinic acid methyl ester COC(C1=CN=C(C=C1C1=C(C=CC(=C1)CO)F)C)=O